CC1=NC(=C(C(=N1)C)C(=O)O)C 2,4,6-trimethylpyrimidine-5-carboxylic acid